tert-Butyl 4-(4-(2-(3-amino-6-methylthieno[2,3-b]pyridine-2-carboxamido)ethyl)-2-fluorophenyl)piperazine-1-carboxylate NC1=C(SC2=NC(=CC=C21)C)C(=O)NCCC2=CC(=C(C=C2)N2CCN(CC2)C(=O)OC(C)(C)C)F